n-propyl 1-cyclopropyl-6,7-difluoro-1,4-dihydro-8-methoxy-4-oxo-3-quinolinecarboxylate C1(CC1)N1C=C(C(C2=CC(=C(C(=C12)OC)F)F)=O)C(=O)OCCC